(6S,9R)-N-(4-bromo-5-chloro-2-fluorophenyl)-3-oxo-3,5,6,7,8,9-hexahydro-2H-6,9-epiminocyclohepta[c]pyridine-10-carboxamide BrC1=CC(=C(C=C1Cl)NC(=O)N1[C@@H]2CC=3C(=CNC(C3)=O)[C@H]1CC2)F